2-methyl-N-(3-methyl-2-oxo-2,3-dihydrobenzo[d]oxazol-6-yl)-4-(piperazin-1-yl)-2H-indazole-7-carboxamide CN1N=C2C(=CC=C(C2=C1)N1CCNCC1)C(=O)NC1=CC2=C(N(C(O2)=O)C)C=C1